Phenyl[3-(trifluoromethyl)phenyl]iodonium trifluoromethanesulfonate FC(S(=O)(=O)[O-])(F)F.C1(=CC=CC=C1)[I+]C1=CC(=CC=C1)C(F)(F)F